4-((4-((2,6-difluoro-4-propoxyphenyl)ethynyl)-2,6-difluorophenyl)ethynyl)-2,6-difluorobenzonitrile FC1=C(C(=CC(=C1)OCCC)F)C#CC1=CC(=C(C(=C1)F)C#CC1=CC(=C(C#N)C(=C1)F)F)F